NC=1C(NC2=C(C(=CN=C2C1C1=C2C=NNC2=C(C=C1)F)Cl)C)=O 3-Amino-7-chloro-4-(7-fluoro-1H-indazol-4-yl)-8-methyl-1,5-naphthyridin-2(1H)-one